C(C)(C)OC(=O)CCCCOC=1C2=CC=CC=C2C(=C2C=CC=CC12)OCCCCC(=O)OC(C)C 9,10-bis(isopropoxycarbonylbutyleneoxy)anthracene